C(C)(C)(C)OC(=O)N1C2(CC2)CC(=CC1)C1=CC=C2C(=NN(C2=C1)C)N1C(NC(CC1)=O)=O 7-[3-(2,4-dioxohexahydropyrimidin-1-yl)-1-methyl-indazol-6-yl]-4-azaspiro[2.5]oct-6-ene-4-carboxylic acid tert-butyl ester